O(C)C1CC(CCC1)C(=O)O 3-methoxyl-cyclohexyl-formic acid